C(C)OC(CC1CCC(CC1)=O)=O 2-(4-Oxocyclohexyl)acetic acid ethyl ester